diisobutyl dithiophosphate molybdenum [Mo+4].P(=S)(SCC(C)C)(OCC(C)C)[O-].C(C(C)C)SP(=S)(OCC(C)C)[O-].C(C(C)C)SP(=S)(OCC(C)C)[O-].C(C(C)C)SP(=S)(OCC(C)C)[O-]